CC(CN1N=C(C=C1)S(NC(NC1=C2CCCC2=CC(=C1C1=CC(=NC=C1)OC1CCOCC1)C)=O)(=O)=O)(C)B(O)O (2-methyl-1-(3-(N-((6-methyl-5-(2-((tetrahydro-2H-pyran-4-yl)oxy)pyridin-4-yl)-2,3-dihydro-1H-inden-4-yl)carbamoyl)sulfamoyl)-1H-pyrazol-1-yl)propan-2-yl)boronic acid